C(C)(C)(C)OC(=O)NCC1=CC(=C(C=C1)NC(=O)C1=CC2=C(OCCC3=C2SC=C3)C=C1C=1C(=NC(=CC1)C(NCC1(CCC1)C)=O)C(=O)OC)C methyl 3-(9-((4-(((tert-butoxycarbonyl)amino)methyl)-2-methylphenyl)carbamoyl)-4,5-dihydrobenzo[b]thieno[2,3-d]oxepin-8-yl)-6-(((1-methylcyclobutyl)methyl)carbamoyl)picolinate